CN1C(=NC(=C1)C(F)(F)F)N1CCC(CC1)C(C)N 1-(1-(1-methyl-4-(trifluoromethyl)-1H-imidazol-2-yl)piperidin-4-yl)ethan-1-amine